FC1=C(C=C(C=C1)O)C(=O)N1CC2(C1)CC(C2)C2=CC(=NN2C2=C(C=CC=C2)C)C 2-fluoro-5-hydroxyphenyl(6-(3-methyl-1-(o-tolyl)-1H-pyrazol-5-yl)-2-azaspiro[3.3]heptan-2-yl)methanone